3-(2-cyanopropan-2-yl)-N-(2-fluoro-4-methyl-3-(2-(methylamino)-8,9-dihydroimidazo[1',2':1,6]pyrido[2,3-d]pyrimidin-6-yl)phenyl)benzamide C(#N)C(C)(C)C=1C=C(C(=O)NC2=C(C(=C(C=C2)C)C2=CC3=C(N=C(N=C3)NC)N3C2=NCC3)F)C=CC1